C(C)(C)(C)OC(=O)N1CC2=C(C(C1)=O)C=NN2C 1-methyl-4-oxo-1,4,5,7-tetrahydro-6H-pyrazolo[3,4-c]Pyridine-6-carboxylic acid tert-butyl ester